4-(2,3,4-trifluorophenyl)-1-((4ar,6r,7r,8ar)-7-methoxy-2,2-dimethyl-6-(prop-2-yn-1-yl)hexahydropyrano[3,2-d][1,3]dioxin-8-yl)-1H-1,2,3-triazole FC1=C(C=CC(=C1F)F)C=1N=NN(C1)C1[C@H]([C@H](O[C@H]2[C@@H]1OC(OC2)(C)C)CC#C)OC